FC1=CC2=C(N=C(N=C2O)C2=CC=NC=C2)C=N1 6-fluoro-2-(pyridin-4-yl)pyrido[3,4-d]pyrimidin-4-ol